di-(4-t-butylphenyl)-iodonium hexafluorophosphate F[P-](F)(F)(F)(F)F.C(C)(C)(C)C1=CC=C(C=C1)[I+]C1=CC=C(C=C1)C(C)(C)C